N1C(=CC=C1)C(=O)N 1h-pyrrole-2-carboxamide